(5-(2-(3,3-dimethylmorpholino)acetamido)-2-methylpyridin-3-yl)-2-(1-methyl-1H-pyrazol-4-yl)pyrazolo[5,1-b]Thiazole-7-carboxamide CC1(COCCN1CC(=O)NC=1C=C(C(=NC1)C)C=1N2C(SC1C=1C=NN(C1)C)=C(C=N2)C(=O)N)C